C1=CC=CC=2C3=CC=CC=C3N(C12)CCC(=O)OCCOC(C=C)=O 2-[β-(N-Carbazolyl)propionyloxy]ethylacrylat